3-amyl-tetrahydro-2H-pyran C(CCCC)C1COCCC1